COC(C1=CN=C(C(=C1)NC[C@H]1OCC1)N)=O (S)-6-amino-5-((oxetan-2-ylmethyl)amino)nicotinic acid methyl ester